NC1=NC(=NC=2N1N=C(N2)C=2OC=CC2)NCCN2C=CC1=CC=C(C=C21)NS(=O)(=O)C=2C=C(C(=C(C(=O)N)C2)O)Cl 5-(N-(1-(2-((7-amino-2-(furan-2-yl)-[1,2,4]triazolo[1,5-a][1,3,5]triazin-5-yl)amino)ethyl)-1H-indol-6-yl)sulfamoyl)-3-chloro-2-hydroxybenzamide